1-(4-(3-phenylisooxazolidin-2-yl)-5-(trifluoromethyl)pyrimidin-2-yl)benzene-1,4-diamine C1(=CC=CC=C1)C1N(OCC1)C1=NC(=NC=C1C(F)(F)F)C1(CC=C(C=C1)N)N